FC1=NC=CC=C1N1CCC(CC1)C1=CC=2C(=NC=CN2)N(C1=O)CC1=NC=CC=C1C(F)(F)F 7-(1-(2-fluoropyridin-3-yl)piperidin-4-yl)-5-((3-(trifluoromethyl)pyridin-2-yl)methyl)pyrido[2,3-b]pyrazin-6(5H)-one